The molecule is octaanion of precorrin-1 arising from global deprotonation of the carboxy groups. It is a conjugate base of a precorrin-1. C[C@@]\\1([C@@H](C2=N/C1=C\\C3=C(C(=C(N3)CC4=C(C(=C(N4)CC5=C(C(=C(C2)N5)CC(=O)[O-])CCC(=O)[O-])CC(=O)[O-])CCC(=O)[O-])CCC(=O)[O-])CC(=O)[O-])CCC(=O)[O-])CC(=O)[O-]